tert-butyl 6-(((methylsulfonyl)oxy)methyl)-3-azabicyclo[3.1.1]heptane-3-carboxylate CS(=O)(=O)OCC1C2CN(CC1C2)C(=O)OC(C)(C)C